ClC1=C(C=C(C=C1)C1=CN(C2=NC(=CC=C21)C(=O)N2C(CN(CC2)C2=NC(=C(C(=O)O)C(=C2)C)C)(C)C)CC2=NC(=CC=C2)C)F 6-(4-(3-(4-chloro-3-fluorophenyl)-1-((6-methylpyridin-2-yl)methyl)-1H-pyrrolo[2,3-b]pyridine-6-carbonyl)-3,3-dimethylpiperazin-1-yl)-2,4-dimethylnicotinic acid